1-methyl-2-oxo-N-((6-(1-(3-(trifluoromethyl)pyrrolidin-1-yl)ethyl)pyridin-3-yl)methyl)-2,3-dihydro-1H-benzimidazole-5-carboxamide CN1C(NC2=C1C=CC(=C2)C(=O)NCC=2C=NC(=CC2)C(C)N2CC(CC2)C(F)(F)F)=O